3-(2-hydroxyphenyl)pyridine-2-ol OC1=C(C=CC=C1)C=1C(=NC=CC1)O